C(C)(C)(C)OC(=O)NCC(C)(C)C1=CN(C2=CC=C(C=C12)O[Si](C)(C)C(C)(C)C)C(=O)OC(C)(C)C Tert-butyl 3-(1-((tert-butoxycarbonyl)amino)-2-methylpropan-2-yl)-5-((tert-butyldimethylsilyl)oxy)-1H-indole-1-carboxylate